C1(=CC=CC=C1)P(C1=CC=CC=2C(C3=CC=CC(=C3OC12)P(C1=CC=CC=C1)C1=CC=CC=C1)(C)C)C1=CC=CC=C1 4,5-bis(di-phenylphosphino)-9,9-dimethylxanthene